C1(CC1)CNC1=C2C(=NC=3C=C(C(=CC13)OC)OCC(CN1CCCC1)O)CCC2 1-({9-[(cyclopropylmethyl)amino]-7-methoxy-1H,2H,3H-cyclopenta[b]quinolin-6-yl}oxy)-3-(pyrrolidin-1-yl)propan-2-ol